N-((1r,3r)-3-((5-(4-acetyloxazol-2-yl)-1H-pyrrolo[2,3-b]pyridin-4-yl)amino)cyclobutyl)-3-cyanobenzenesulfonamide C(C)(=O)C=1N=C(OC1)C=1C(=C2C(=NC1)NC=C2)NC2CC(C2)NS(=O)(=O)C2=CC(=CC=C2)C#N